ClC=1C=C(C2=C(C=C(O2)CNC(=O)C=2C=NN3C2N=CC=C3)C1)C(=O)OCCOCCO 2-(2-Hydroxyethoxy)ethyl 5-chloro-2-((pyrazolo[1,5-a]pyrimidine-3-carboxamido)methyl)benzofuran-7-carboxylate